C(C)N1C2=C([C@@H]([C@H](C1=O)NC(=O)C1=NC=CC(=N1)C(F)(F)F)C1=CC(=CC=C1)[N+](=O)[O-])C(=NN2C2=CC=CC=C2)C |r| N-[rac-(4S,5R)-7-ethyl-3-methyl-4-(3-nitrophenyl)-6-oxo-1-phenyl-4,5-dihydropyrazolo[3,4-b]pyridin-5-yl]-4-(trifluoromethyl)pyrimidine-2-carboxamide